BrC=1N=C(N2C1C(=C(C=C2)Br)CN)C2=CC(=CC(=C2)F)F (1,7-dibromo-3-(3,5-difluorophenyl)imidazo[1,5-a]pyridin-8-yl)methylamine